N-(1-cyanocyclopropyl)-3-(5-(difluoromethyl)-1,3,4-thiadiazol-2-yl)-8-((3R,5S)-3-(hydroxymethyl)-5-methylpiperazin-1-yl)imidazo[1,2-a]pyridine-6-sulfonamide C(#N)C1(CC1)NS(=O)(=O)C=1C=C(C=2N(C1)C(=CN2)C=2SC(=NN2)C(F)F)N2C[C@@H](N[C@H](C2)C)CO